NC1=CC(=C(C=N1)N1C=C(C(C2=CC(=C(C=C12)N1[C@H](CCC1)COC1=NC=CC=C1Cl)Cl)=O)C(=O)O)F (R)-1-(6-amino-4-fluoropyridin-3-yl)-6-chloro-7-(2-(((3-chloropyridin-2-yl)oxy)methyl)pyrrolidin-1-yl)-4-oxo-1,4-dihydroquinoline-3-carboxylic acid